CC1=C(C(=CC(=C1)C)C)S(=O)(=O)ON1C(C=CC1=O)=O N-(2,4,6-trimethylphenyl)sulfonyloxy-maleimide